C[C@@]12C[C@H](N([C@H]2C1)C(CNC(C1=CC=C(C=C1)OC1=CC=CC=C1)=O)=O)C(=O)O (1S,3S,5S)-5-methyl-2-[2-[(4-phenoxybenzoyl)amino]acetyl]-2-azabicyclo[3.1.0]hexane-3-carboxylic acid